BrC=1C=C(C(N(C1)C([2H])([2H])[2H])=O)NC1=CC=C(C=N1)N1[C@H](CN(CC1)C(=O)OC(C)(C)C)C tert-butyl (S)-4-(6-((5-bromo-1-(methyl-d3)-2-oxo-1,2-dihydropyridin-3-yl)amino)pyridin-3-yl)-3-methylpiperazine-1-carboxylate